Thien-2-yl-pyridine S1C(=CC=C1)C1=NC=CC=C1